methanol monopotassium phosphate P(=O)([O-])(O)O.[K+].CO